1-butyl-3-methylimidazole dicyanoamine salt C(#N)NC#N.C(CCC)N1CN(C=C1)C